Z-[3-[(tert-butyldiphenylsilyl)oxy]-2,2-dimethylpropyl]-1-ethyl-2-[2-[(1S)-1-methoxyethyl]pyridin-3-yl]indole-5-carboxylic acid [Si](C1=CC=CC=C1)(C1=CC=CC=C1)(C(C)(C)C)OCC(CC1=C(N(C2=CC=C(C=C12)C(=O)O)CC)C=1C(=NC=CC1)[C@H](C)OC)(C)C